COC=1C=C(CN2C=NC=C2)C=CC1OCC1=CC2=CC=CC=C2C=C1 1-(3-Methoxy-4-(naphthalen-2-ylmethoxy)benzyl)-1H-imidazole